C=CN(CCCN)CCCN methylene-N,N-bis(3-aminopropyl)methylamine